CC1=NOC(=C1)CN1C(CCC1=O)C(C(C#N)=S1CCCC1)=O 3-{1-[(3-Methyl-1,2-oxazol-5-yl)methyl]-5-oxopyrrolidin-2-yl}-3-oxo-2-(1λ4-thiolan-1-ylidene)propanenitrile